1,3-dimethyl-6-(propylamino)pyrimidine-2,4-dione CN1C(N(C(C=C1NCCC)=O)C)=O